(E)-3-amino-4-((4-((2-amino-4-carbamoylphenyl)amino)but-2-en-1-yl)amino)-5-(3-hydroxypropoxy)benzamide NC=1C=C(C(=O)N)C=C(C1NC\C=C\CNC1=C(C=C(C=C1)C(N)=O)N)OCCCO